4-(4-METHYL-3-PENTENYL)-3-CYCLOHEXENE-1-CARBALDEHYDE CC(=CCCC1=CCC(CC1)C=O)C